ClC1=C(C(=C(C=C1)C=1N=NN(C1)C1C(C(OCC1OC)CO)O)F)F 4-(4-(4-chloro-2,3-difluorophenyl)-1H-1,2,3-triazol-1-yl)-2-(hydroxymethyl)-5-methoxytetrahydro-2H-pyran-3-ol